N-(2-(cyclopropanecarboxamidomethyl)phenyl)-4-fluorobenzo[d]isothiazole-1,1-dioxide C1(CC1)C(=O)NCC1=C(C=CC=C1)N1S(C2=C(C1)C(=CC=C2)F)(=O)=O